S(=O)(=O)(O)C1=CC=C(C=C1)N1C(C=CC1=O)=O N-(4-sulfophenyl)maleimide